BrC=1C=C(C(=C(C1)NC(C)=O)O)Cl N-(5-bromo-3-chloro-2-hydroxyphenyl)acetamide